(5-methyl-2-(2H-1,2,3-triazol-2-yl)pyridin-3-yl)((1S,4R,6R)-6-((5-methylpyridin-2-yl)amino)-2-azabicyclo[2.2.2]oct-2-yl)methanone CC=1C=C(C(=NC1)N1N=CC=N1)C(=O)N1[C@@H]2[C@@H](C[C@H](C1)CC2)NC2=NC=C(C=C2)C